N1-(2-chloroquinazolin-4-yl)-N2,N2-dimethylethane-1,2-diamine ClC1=NC2=CC=CC=C2C(=N1)NCCN(C)C